C1(CC1)COC1=C(C=C(C=C1)S(=O)(=O)N1CCOCC1)C=1C2=C(C(N(C1)C)=O)NC=C2 4-[2-(cyclopropylmethoxy)-5-(morpholin-4-ylsulfonyl)phenyl]-6-methyl-1,6-dihydro-7H-pyrrolo[2,3-c]pyridin-7-one